1-((5-amino-1H-pyrrolo[3,2-b]pyridin-2-yl)methyl)-N-methyl-6-oxo-N-phenyl-1,6-dihydropyridine-2-carboxamide NC1=CC=C2C(=N1)C=C(N2)CN2C(=CC=CC2=O)C(=O)N(C2=CC=CC=C2)C